NC1CN(C(COC1)(C)C)C(=O)[O-] 6-amino-3,3-Dimethyl-1,4-oxazepane-4-carboxylate